C(C)(C)(C)C1=NN(C(=C1)NC(=O)NC1=CC=C(C=2C=COC21)I)C2=CC=CC=C2 1-(3-(tert-butyl)-1-phenyl-1H-pyrazol-5-yl)-3-(4-iodobenzofuran-7-yl)urea